ClC1=CC=C(C=C1)[C@]12OC3=C([C@]1([C@@H](C[C@@H]2C2=CC(=CC=C2)F)NC(N(CC)CC)=O)O)C(=CC(=C3)OC)OC 3-((1R,3R,3aS,8bR)-3a-(4-chlorophenyl)-3-(3-fluorophenyl)-8b-hydroxy-6,8-dimethoxy-2,3,3a,8b-tetrahydro-1H-cyclopenta[b]benzofuran-1-yl)-1,1-diethylurea